OC1=NC2=CC(=CC(=C2C=C1C1=CC=C(C=C1)OC)C(C)=O)C 1-(2-hydroxy-3-(4-methoxyphenyl)-7-methylquinolin-5-yl)ethan-1-one